dimorpholinophosphinic acid chloride O1CCN(CC1)P(=O)(N1CCOCC1)Cl